C1(CC1)C1=NN=C(O1)CN1C(=NC2=C1C=C(C(=C2)F)F)N2C[C@H]([C@@H](CC2)F)N (3R,4R)-1-(1-((5-Cyclopropyl-1,3,4-oxadiazol-2-yl)methyl)-5,6-difluoro-1H-benzo[d]imidazol-2-yl)-4-fluoropiperidin-3-amin